O=S1(CCC(CC1)NC1=C2C=C(N(C2=CC=C1)CC(F)(F)F)C#CCNC1=C(C=C(C=C1)S(=O)(=O)NC1=NOC=C1)OC)=O 4-[(3-{4-[(1,1-dioxo-1λ6-thian-4-yl)amino]-1-(2,2,2-trifluoroethyl)-1H-indol-2-yl}prop-2-yn-1-yl)amino]-3-methoxy-N-(1,2-oxazol-3-yl)benzene-1-sulfonamide